N-((3S,4S)-3-fluoropiperidin-4-yl)-1-(2-methylbenzyl)cyclopropane-1-carboxamide F[C@H]1CNCC[C@@H]1NC(=O)C1(CC1)CC1=C(C=CC=C1)C